3-(2-{[(2R,7aS)-2-fluoro-hexahydro-1H-pyrrolizin-7a-yl]methoxy}-7-(8-ethynyl-7-fluoro-3-hydroxynaphthalen-1-yl)-8-fluoroquinazolin-4-yl)-3-azabicyclo[3.2.1]octan-8-ol F[C@@H]1C[C@@]2(CCCN2C1)COC1=NC2=C(C(=CC=C2C(=N1)N1CC2CCC(C1)C2O)C2=CC(=CC1=CC=C(C(=C21)C#C)F)O)F